N-(2-(piperidin-4-yl)propyl)sulfonamide N1CCC(CC1)C(CNS(=O)=O)C